BrC=1C(=NC(=NC1)Cl)N[C@H](CO)C1CC1 (S)-2-((5-bromo-2-chloropyrimidin-4-yl)amino)-2-cyclopropylethanol